({[(tert-butoxy)carbonyl]amino}methyl)-1-ethyl-3-(2-hydroxyethyl)-6-methoxy-1H-1,3-benzodiazol-3-ium bromide [Br-].C(C)(C)(C)OC(=O)NCC1=[N+](C2=C(N1CC)C=C(C=C2)OC)CCO